N-methyl-cyclopropylamine hydrochloride Cl.CNC1CC1